2-Fluoro-6-[[(1R)-1-[6-methyl-2-(2-methylthiazolo[5,4-b]pyridin-5-yl)-4-oxo-chromen-8-yl]ethyl]amino]benzoic acid FC1=C(C(=O)O)C(=CC=C1)N[C@H](C)C=1C=C(C=C2C(C=C(OC12)C1=CC=C2C(=N1)SC(=N2)C)=O)C